1-[8-(2-chlorophenyl)-9-(4-chlorophenyl)-2-[[(2S)-2-hydroxypropyl]amino]purin-6-yl]-4-methyl-piperidine-4-carboxamide ClC1=C(C=CC=C1)C=1N(C2=NC(=NC(=C2N1)N1CCC(CC1)(C(=O)N)C)NC[C@H](C)O)C1=CC=C(C=C1)Cl